OCCS(=O)(=O)C=1C=C(OC[C@H](CN[C@H]2COC3(C2)CCN(CC3)S(=O)(=O)C3=CC(=CC=C3)C3=NC(=CC=C3)C)O)C=CC1 (S)-1-(3-(2-hydroxyethylsulfonyl)phenoxy)-3-((R)-8-(3-(6-methylpyridin-2-yl)benzenesulfonyl)-1-oxa-8-azaspiro[4.5]decan-3-ylamino)propan-2-ol